benzyl (E)-4-(3-amino-4-pyridyl)-2,2-dimethyl-but-3-enoate NC=1C=NC=CC1/C=C/C(C(=O)OCC1=CC=CC=C1)(C)C